C1N(CC12CNC2)C(=O)C2=CC=C(C=C2)C2=NC1=C(N2)C=CC=C1C(=O)N 2-(4-(2,6-diazaspiro[3.3]heptane-2-carbonyl)phenyl)-1H-benzo[d]imidazole-4-carboxamide